BrC1=C(C(=O)N[C@@H](CC2=CC(=CC=C2)OC2=CC=CC=C2)[C@H](CN(C(CCN2C(C3=CC=CC=C3C2=O)=O)=O)CCC2=C(C=C(C=C2)Cl)Cl)O)C=C(C(=C1)OC)OC 2-Bromo-N-[(2s,3s)-4-{[2-(2,4-Dichlorophenyl)ethyl][3-(1,3-Dioxo-1,3-Dihydro-2h-Isoindol-2-Yl)propanoyl]amino}-3-Hydroxy-1-(3-Phenoxyphenyl)butan-2-Yl]-4,5-Dimethoxybenzamide